C1(CC1)C1=NC2=C(N1)C=CC(=C2)NN 2-Cyclopropyl-5-hydrazinyl-1H-benzo[d]imidazole